1-((10R)-4-((4-([1,2,4]triazolo[1,5-a]pyridin-7-yloxy)-3-methylphenyl)amino)-7,8,10,11-tetrahydro-9H-6,10-methano[1,4,7]oxadiazonino[3,2-g]quinazolin-9-yl)but-2-yn-1-one Cerium [Ce].N=1C=NN2C1C=C(C=C2)OC2=C(C=C(C=C2)NC2=NC=NC1=CC3=C(C=C21)N2CCN([C@@H](CO3)C2)C(C#CC)=O)C